FC1(OC2=C(O1)C=CC(=C2)[C@H](C)OC=2C=C(C=NC2)N2N=C(C=1CCC[C@H](C21)O)C(F)(F)F)F (7R)-1-[5-[(1S)-1-(2,2-difluoro-1,3-benzodioxol-5-yl)ethoxy]-3-pyridinyl]-3-(trifluoromethyl)-4,5,6,7-tetrahydroindazol-7-ol